3-amino-5-(3-fluorophenyl)-N-(5-methylpyridin-2-yl)thiophene-2-carboxamide NC1=C(SC(=C1)C1=CC(=CC=C1)F)C(=O)NC1=NC=C(C=C1)C